5-([1,2,4]triazolo[1,5-a]pyridin-6-yl)-N-(cis-4-(trifluoromethoxy)cyclohexyl)-7H-pyrrolo[2,3-d]pyrimidin-2-amine N=1C=NN2C1C=CC(=C2)C2=CNC=1N=C(N=CC12)N[C@@H]1CC[C@@H](CC1)OC(F)(F)F